6-(3-Chloro-6-(difluoromethoxy)-2-fluorophenyl)-N-(1-((S or R)-1-(4,5-dimethyl-6-((1R,5S)-2-oxo-3-azabicyclo[3.1.0]hexan-3-yl)pyridin-3-yl)ethyl)-1H-pyrazol-4-yl)pyrazine-2-carboxamide ClC=1C(=C(C(=CC1)OC(F)F)C1=CN=CC(=N1)C(=O)NC=1C=NN(C1)[C@@H](C)C=1C=NC(=C(C1C)C)N1C([C@@H]2C[C@@H]2C1)=O)F |o1:25|